Ethyl 2-cyclopropyl-8-[(4,4-difluorocyclohexyl)carbamoyl]imidazo[1,2-b]pyridazine-3-carboxylate C1(CC1)C=1N=C2N(N=CC=C2C(NC2CCC(CC2)(F)F)=O)C1C(=O)OCC